C(=O)C1=CC=C2CCCN(C2=N1)C(=O)NC1=NC=C(C(=C1)OC(C)C)CCC1=NC=CC=C1 7-formyl-N-(4-isopropoxy-5-(2-(pyridin-2-yl)ethyl)pyridin-2-yl)-3,4-dihydro-1,8-naphthyridine-1(2H)-carboxamide